N1C=C(C=2C1=CN=CC2)\C=C/2\C(N(C(S2)=O)C)=O (Z)-5-((1H-pyrrolo[2,3-c]pyridin-3-yl)methylene)-3-methylthiazolidine-2,4-dione